C1(CC1)C=1C=C2C=C(N=NC2=CC1N1CC2(CN(C2)C(=O)OC(C)(C)C)C1)OS(=O)(=O)C(F)(F)F tert-butyl 6-[6-cyclopropyl-3-(trifluoromethanesulfonyloxy)cinnolin-7-yl]-2,6-diazaspiro[3.3]heptane-2-carboxylate